C1N(CCC2=CC=CC=C12)C=1C2=C(N=C(N1)C=1C=NNC1C)CN(C2)C#N 4-(3,4-dihydroisoquinolin-2(1H)-yl)-2-(5-methyl-1H-pyrazol-4-yl)-5,7-dihydro-6H-pyrrolo[3,4-d]pyrimidine-6-carbonitrile